(4-(((tetrahydro-2H-pyran-2-yl)oxy)methyl)bicyclo[2.1.1]hexan-1-yl)ethan-1-one O1C(CCCC1)OCC12CCC(C1)(C2)C(C)=O